3-(Benzyloxy)-8-hydroxy-6H-benzo[c]chromen-6-one C(C1=CC=CC=C1)OC1=CC=C2C3=C(C(OC2=C1)=O)C=C(C=C3)O